The molecule is the dolichyl diphosphooligosaccharide(2-) species that is the dianion formed by loss of protons from the diphospho linkage in alpha-D-Glc-(1->2)-alpha-D-Glc-(1->3)-alpha-D-Glc-(1->3)-alpha-D-Man-(1->2)-alpha-D-Man-(1->2)-alpha-D-Man-(1->3)-[alpha-D-Man-(1->2)-alpha-D-Man-(1->3)-[alpha-D-Man-(1->2)-alpha-D-Man-(1->6)]-alpha-D-Man-(1->6)]-beta-D-Man-(1->4)-beta-D-GlcNAc-(1->4)-D-GlcNAc(PP-Dol); major microspecies at pH 7.3. It is a conjugate base of an alpha-D-Glc-(1->2)-alpha-D-Glc-(1->3)-alpha-D-Glc-(1->3)-alpha-D-Man-(1->2)-alpha-D-Man-(1->2)-alpha-D-Man-(1->3)-[alpha-D-Man-(1->2)-alpha-D-Man-(1->3)-[alpha-D-Man-(1->2)-alpha-D-Man-(1->6)]-alpha-D-Man-(1->6)]-beta-D-Man-(1->4)-beta-D-GlcNAc-(1->4)-D-GlcNAc(PP-Dol). CC(CC/C=C(/C)\\CC/C=C(\\C)/CC/C=C(\\C)/CCC=C(C)C)CCOP(=O)([O-])OP(=O)([O-])OC1[C@@H]([C@H]([C@@H]([C@H](O1)CO)O[C@H]2[C@@H]([C@H]([C@@H]([C@H](O2)CO)O[C@H]3[C@H]([C@H]([C@@H]([C@H](O3)CO[C@@H]4[C@H]([C@H]([C@@H]([C@H](O4)CO[C@@H]5[C@H]([C@H]([C@@H]([C@H](O5)CO)O)O)O[C@@H]6[C@H]([C@H]([C@@H]([C@H](O6)CO)O)O)O)O)O[C@@H]7[C@H]([C@H]([C@@H]([C@H](O7)CO)O)O)O[C@@H]8[C@H]([C@H]([C@@H]([C@H](O8)CO)O)O)O)O)O)O[C@@H]9[C@H]([C@H]([C@@H]([C@H](O9)CO)O)O)O[C@@H]1[C@H]([C@H]([C@@H]([C@H](O1)CO)O)O)O[C@@H]1[C@H]([C@H]([C@@H]([C@H](O1)CO)O)O[C@@H]1[C@@H]([C@H]([C@@H]([C@H](O1)CO)O)O[C@@H]1[C@@H]([C@H]([C@@H]([C@H](O1)CO)O)O)O[C@@H]1[C@@H]([C@H]([C@@H]([C@H](O1)CO)O)O)O)O)O)O)O)NC(=O)C)O)NC(=O)C